(S)-N-methyllysine CN[C@@H](CCCCN)C(=O)O